7-chlorobenzazepine-3-Carboxylic acid methyl ester COC(=O)C1=CNC2=C(C=C1)C=C(C=C2)Cl